ClC1=CC(=C(C=C1)C)O[C@@H](C(=O)O)C (R,S)-2-(4-Chloro-o-tolyloxy)propionic acid